S(N)(=O)(=O)NCCC1CN(C1)C1=NC(=NC2=CC(=C(C=C12)OC)OC)C1=CC=C(C=C1)F 4-(3-(2-sulfamoylaminoethyl)azetidin-1-yl)-2-(4-fluorophenyl)-6,7-dimethoxyquinazoline